(S)-2-(3-fluoro-2-methoxy-5-(1-methoxycyclopropyl)phenyl)-2-((R)-3-((5-(5,6,7,8-tetrahydro-1,8-naphthyridin-2-yl)pentyl)oxy)pyrrolidin-1-yl)acetic acid FC=1C(=C(C=C(C1)C1(CC1)OC)[C@@H](C(=O)O)N1C[C@@H](CC1)OCCCCCC1=NC=2NCCCC2C=C1)OC